(S)-1-(2,2-dimethoxyethyl)pyrrolidin-3-ol COC(CN1C[C@H](CC1)O)OC